2-[rac-(3R,4R)-1-benzyl-4-{[tert-butyl(dimethyl)silyl]oxy}piperidin-3-yl]propan-2-ol C(C1=CC=CC=C1)N1C[C@H]([C@@H](CC1)O[Si](C)(C)C(C)(C)C)C(C)(C)O |r|